C(#N)C=1C=CC(=C2C=NC=NC12)N1C[C@@H](C[C@@H](C1)C)NC(CN(C)C)=O N-[(3R,5S)-1-(8-cyano-quinazolin-5-yl)-5-methyl-piperidin-3-yl]-2-dimethylamino-acetamide